N-(2-cyclopropyl-5-methylthiophen-3-yl)carbamic acid tert-butyl ester C(C)(C)(C)OC(NC1=C(SC(=C1)C)C1CC1)=O